7-(1-(adamantan-1-ylmethyl)-1H-pyrazol-4-yl)-3-iodoimidazo[1,2-a]pyridine-8-carboxylic acid methyl ester COC(=O)C=1C=2N(C=CC1C=1C=NN(C1)CC13CC4CC(CC(C1)C4)C3)C(=CN2)I